NC1=NC=NN2C1=CC=C2[C@H]2[C@@H]([C@@H]([C@@](O2)(C#N)COP(=O)(OC2=CC=CC=C2)N[C@@H](C)C(=O)OC2CCC2)O)O cyclobutyl ((((2R,3S,4R,5S)-5-(4-aminopyrrolo[2,1-f][1,2,4]triazin-7-yl)-2-cyano-3,4-dihydroxytetrahydrofuran-2-yl)methoxy)(phenoxy)phosphoryl)-L-alaninate